FC(OC1=C(C(=O)N[C@H]2[C@H](C2)F)C(=CC(=C1)C=1C=NN2C1C=CC(=C2)C(COCC(=O)NC)(C)C)OC)F 2-(difluoromethoxy)-4-[6-[1,1-dimethyl-2-[2-(methylamino)-2-oxo-ethoxy]ethyl]pyrazolo[1,5-a]pyridin-3-yl]-N-[(1R,2S)-2-fluorocyclopropyl]-6-methoxy-benzamide